BrC1=C(C=CC=C1)C1(C2=CC=CC=C2C=2C=CC=CC12)O 9-(2-bromophenyl)-9H-fluoren-9-ol